C(CCCC)(=O)OCC1=C(C=CC(=C1)N(C)C)N(C)C(=O)OC (2S)-5-(dimethylamino)-2-[methoxycarbonyl (methyl) amino]Benzyl valerate